NCCNC(CC[Si](OCC)(OCC)OCC)CCCCC N-(β-aminoethyl)-γ-aminooctyltriethoxysilane